[Ir].N1=CC=CC2=CC=C3C=CC=NC3=C12.N1=CC=CC2=CC=C3C=CC=NC3=C12.N1=CC=CC2=CC=C3C=CC=NC3=C12 tris(1,10-phenanthroline) iridium